CC=1N=CC2=C(N1)N(C(C=C2)=O)C 2,8-dimethyl-7H,8H-pyrido[2,3-d]Pyrimidin-7-one